FC1=C(C=C(CN2C=CC=C(C2=O)C(NC)=O)C=C1)C 1-(4-fluoro-3-methylbenzyl)-5-(methylcarbamoyl)-6-oxo-1,6-dihydropyridine